C(CC1=CC=CC=C1)NS(=O)(=O)C1=CC2=C(SC(=C2)C(=O)O)C=C1 5-(N-phenethylsulfamoyl)benzo[B]thiophene-2-carboxylic acid